S(N)(=O)(=O)C=1C=CC(=NC1)C(=O)N1CC=2CN(CC2C1)C(=O)O 2-(5-sulfamoylpyridine-2-carbonyl)-1,3,4,6-tetrahydropyrrolo[3,4-c]pyrrole-5-carboxylic acid